S1C(=CC2=C1C=CC=C2)Cl benzothiophene-2-yl chloride